(Z)-1,4-diphenyl-1-butene C1(=CC=CC=C1)\C=C/CCC1=CC=CC=C1